cyclohexylthiazol C1(CCCCC1)C=1SC=CN1